methyl 2-(phthalimidomethyl)-3-hydroxybutyrate C1(C=2C(C(N1CC(C(=O)OC)C(C)O)=O)=CC=CC2)=O